Alpha-eleostearic acid C(CCCCCCC\C=C/C=C/C=C/CCCC)(=O)O